N-ethyl-pyridinium bromide [Br-].C(C)[N+]1=CC=CC=C1